2-methyl-N-(4,5,6,7-tetrahydro-1,3-benzothiazol-5-ylmethylene)propane-2-sulfinamide CC(C)(C)S(=O)N=CC1CCC2=C(N=CS2)C1